NC=1C(NC(N(N1)C1=CC(=C(C(=C1)Cl)OC1=NNC(C2=C1CCC21CCC1)=O)Cl)=O)=O 6-amino-2-(3,5-dichloro-4-((4'-oxo-3',4',6',7'-tetrahydrospiro[cyclobutane-1,5'-cyclopenta[d]pyridazin]-1'-yl)oxy)phenyl)-1,2,4-triazine-3,5(2H,4H)-dione